BrC1=CC=C(C=2C=CC(OC12)(C)C)C(=O)OC methyl 8-bromo-2,2-dimethyl-2H-chromene-5-carboxylate